2-fluoro-5-((4-oxo-3,4-dihydro-phthalazine-1-yl)methyl)benzoic acid FC1=C(C(=O)O)C=C(C=C1)CC1=NNC(C2=CC=CC=C12)=O